C(CCCCCCC\C=C\C=C/CC)(=O)OC methyl (E,Z)-9,11-tetradecadienoate